methyl N-[5-[6-[(2,4-difluorobenzoyl)-methyl-amino]-8-methyl-imidazo[1,2-a]pyridin-3-yl]-2-pyridyl]carbamate FC1=C(C(=O)N(C=2C=C(C=3N(C2)C(=CN3)C=3C=CC(=NC3)NC(OC)=O)C)C)C=CC(=C1)F